(S)-3-(3-(5-methyl-3,4,5,6-tetrahydropyridin-2-yl)Phenoxy)pyridine C[C@H]1CCC(=NC1)C=1C=C(OC=2C=NC=CC2)C=CC1